tert-butyl N-[[4-[2-nitro-5-(trifluoromethyl)anilino]phenyl]methyl]carbamate [N+](=O)([O-])C1=C(NC2=CC=C(C=C2)CNC(OC(C)(C)C)=O)C=C(C=C1)C(F)(F)F